N-(1,3-benzodioxol-4-ylmethyl)-2-[2-(1-piperidyl)-4-pyridyl]ethanamine O1COC2=C1C=CC=C2CNCCC2=CC(=NC=C2)N2CCCCC2